(R)-4-(2-(3-fluoro-4-(trifluoromethyl)phenyl)-2H-pyrazolo[3,4-d]pyrimidin-4-yl)-N-(4-(methylthio)benzyl)piperazine-2-carboxamide FC=1C=C(C=CC1C(F)(F)F)N1N=C2N=CN=C(C2=C1)N1C[C@@H](NCC1)C(=O)NCC1=CC=C(C=C1)SC